tert-butyl 2-(4-cyanophenyl)-3-(pyridin-4-yl)-6,7-dihydropyrazolo[1,5-a]pyrazine-5(4H)-carboxylate C(#N)C1=CC=C(C=C1)C1=NN2C(CN(CC2)C(=O)OC(C)(C)C)=C1C1=CC=NC=C1